(2r,5s)-4-(7-bromo-2-chloro-8-fluoro-6-iodo-quinazolin-4-yl)-2,5-dimethyl-piperazine-1-carboxylic acid tert-butyl ester C(C)(C)(C)OC(=O)N1[C@@H](CN([C@H](C1)C)C1=NC(=NC2=C(C(=C(C=C12)I)Br)F)Cl)C